ON1C(C=CC=C1)=O 1-hydroxy-2(1H)-pyridone